CC1C(C1)NC(=O)N[C@@H]1C[C@H](C=2C1=CC(=C1C=C(N=CC21)C2CC2)S(NCC(C)C)(=O)=O)NC2=NC1=C(N2)C=CC=C1 |r| 1-(2-methylcyclopropyl)-3-[trans-(7RS,9RS)-9-(1H-benzoimidazol-2-ylamino)-3-cyclopropyl-5-(2-methylpropylsulfamoyl)-8,9-dihydro-7H-cyclopenta[H]isoquinolin-7-yl]urea